FC(C1=NN=C(S1)C1=NC(=NC2=C(C=C(C=C12)S(=O)(=O)NC1(CC1)C)N1[C@@H](CN[C@H](C1)C)C)C)F 4-(5-(difluoromethyl)-1,3,4-thiadiazol-2-yl)-8-((2R,5S)-2,5-dimethylpiperazin-1-yl)-2-methyl-N-(1-methylcyclopropyl)quinazoline-6-sulfonamide